2-[[6-[3-[1-[1-(3-benzyloxycyclobutyl)-1-methyl-ethyl]pyrazol-4-yl]-5-chloro-quinoxalin-6-yl]oxy-2-methyl-benzimidazol-1-yl]methoxy]ethyl-trimethyl-silane C(C1=CC=CC=C1)OC1CC(C1)C(C)(C)N1N=CC(=C1)C=1C=NC2=CC=C(C(=C2N1)Cl)OC=1C=CC2=C(N(C(=N2)C)COCC[Si](C)(C)C)C1